C1NCC12CCN(CC2)C=2C=NC1=CC=C(C=C1C2)C=2N=CNC2C2=NC(=CC=C2)C 3-(2,7-diazaspiro[3.5]nonan-7-yl)-6-[5-(6-methyl-2-pyridyl)-1H-imidazol-4-yl]quinoline